4-bromo-1-(piperidin-1-yl)butan-1-one BrCCCC(=O)N1CCCCC1